The molecule is a terminal acetylenic compound that is but-1-yne with one of the methyl hydrogens substituted by a hydroxy group. It is a terminal acetylenic compound and a member of butyn-1-ols. C#CCCO